5-(2-hexyldecyl)thiophene C(CCCCC)C(CC1=CC=CS1)CCCCCCCC